COC(=O)C1=CN(C(C=C1O)=O)C1CCOCC1 4-Hydroxy-6-oxo-1-(tetrahydro-2H-pyran-4-yl)-1,6-dihydropyridine-3-carboxylic acid methyl ester